BrC1=C(C=CC=C1)C(C(C=C)(C)C)=O 1-(2-bromophenyl)-2,2-dimethylbut-3-en-1-one